FC1=C(C=C(C=C1)N1CCOCC1)CO (2-Fluoro-5-morpholinophenyl)methanol